2-[8-[1-(3,5-difluoroanilino)ethyl]-2-morpholino-4-oxo-chromen-6-yl]acetamide FC=1C=C(NC(C)C=2C=C(C=C3C(C=C(OC23)N2CCOCC2)=O)CC(=O)N)C=C(C1)F